N(=[N+]=[N-])CCOCCOCCOCCNC(CCC(NC(CCCCCCCCCCC(=O)OC1=C(C(=C(C(=C1F)F)F)F)F)=O)(CCC(NCCOCCOCCOCCN=[N+]=[N-])=O)CCC(NCCOCCOCCOCCN=[N+]=[N-])=O)=O perfluorophenyl 1-azido-16,16-bis(1-azido-13-oxo-3,6,9-trioxa-12-azapentadecan-15-yl)-13,18-dioxo-3,6,9-trioxa-12,17-diazanonacosan-29-oate